4-(6-(dimethylamino)quinolin-4-ylamino)-N-(5-(2-methylpyridin-4-ylamino)pyridin-2-yl)benzamide CN(C=1C=C2C(=CC=NC2=CC1)NC1=CC=C(C(=O)NC2=NC=C(C=C2)NC2=CC(=NC=C2)C)C=C1)C